FC1=C(C=CC(=C1)S(=O)(=O)C)C1(NC(=C(C(=N1)NC1=NNC(=C1)C)OC)C=1C=NN(C1)C)NC 2-(2-fluoro-4-(methylsulfonyl)phenyl)-5-methoxy-N2-methyl-N4-(5-methyl-1H-pyrazol-3-yl)-6-(1-methyl-1H-pyrazol-4-yl)pyrimidine-2,4-diamine